rac-(R)-6-(1-methoxyethyl)pyridin-3-ol CO[C@H](C)C1=CC=C(C=N1)O |r|